C(CCCCC)C1CCCCC(O1)=O 7-Hexyloxepan-2-one